N(=[N+]=[N-])[C@@H]1C[C@@H]([C@H](OC1SC1=CC=C(C=C1)C)CN([S@](=O)C(C)(C)C)C)OCC1=CC=CC=C1 (R)-N-(((2R,3S,5R)-5-azido-3-(benzyloxy)-6-(p-tolylthio)tetrahydro-2H-pyran-2-yl)methyl)-N,2-dimethylpropane-2-sulfinamide